3-hydroxy-2-methylpropanoyl-pyrrolidine OCC(C(=O)N1CCCC1)C